5-bromo-6-(hydroxymethyl)-2,3-dihydro-1H-isoindole-2-carboxylic acid tert-butyl ester C(C)(C)(C)OC(=O)N1CC2=CC(=C(C=C2C1)Br)CO